O=C1N(C(C2=C3C(C=CC=C13)=CC=C2)=O)CCC(=O)O 3-(1,3-dioxo-1H-benzo[de]Isoquinolin-2(3H)-yl)propionic acid